C1(CCC1)OC1=CC(=NC=C1)NC1=CC=C(C(=N1)C(=O)N1[C@H](CCC(C1)(F)F)CNC(C)=O)C (R)-N-((1-(6-((4-cyclobutoxypyridin-2-yl)amino)-3-methylpyridine-2-carbonyl)-5,5-difluoropiperidin-2-yl)methyl)acetamide